2-methyl-3-(3-(1,2,3,4-tetrahydroisoquinoline-2-carbonyl)phenyl)-9-(trifluoromethyl)-5,6-dihydro-2H-2,6-methanobenzo[g][1,3,5]oxadiazocin-4(3H)-one CC12OC3=C(C(NC(N1C1=CC(=CC=C1)C(=O)N1CC4=CC=CC=C4CC1)=O)C2)C=CC(=C3)C(F)(F)F